C(C1=CC=CC=C1)OC(NCCN(C(C(F)(F)F)=O)C1(CCOCC1)C1=CC=C(C=C1)C(C)=O)=O (2-{[4-(4-Acetylphenyl)tetrahydro-2H-pyran-4-yl](trifluoroacetyl)amino}ethyl)carbamic acid benzyl ester